(2R,4R)-N2-(5-(1-amino-3-cyclopropyl-1-(pyridin-4-yl)propyl)-2-fluorophenyl)-N1-(5-chloropyridin-2-yl)-4-hydroxy-4-(trifluoromethyl)pyrrolidine-1,2-dicarboxamide NC(CCC1CC1)(C1=CC=NC=C1)C=1C=CC(=C(C1)NC(=O)[C@@H]1N(C[C@](C1)(C(F)(F)F)O)C(=O)NC1=NC=C(C=C1)Cl)F